C(CCCCCCCCCCCCCCC)(=O)[O-] 13Cis-palmitate